BrC=1C=C(C=CC1F)N(C(CC(=O)OC)=O)C1=C(C=CC=C1C)C methyl 3-((3-bromo-4-fluorophenyl) (2,6-dimethylphenyl) amino)-3-oxopropanoate